C(N)(OC1(C(N(C(C1)=O)CCC1=CC(=CC=C1)C(F)(F)F)=O)C(C)(C)C)=O tert-butyl-(2,5-dioxo-1-(3-(trifluoromethyl) phenethyl) pyrrolidin-3-yl) carbamate